N-(1-(cyclopropylmethyl)piperidin-4-yl)-5-(1H-pyrrolo[2,3-b]pyridin-3-yl)pyrazolo[1,5-a]pyridine-3-carboxamide C1(CC1)CN1CCC(CC1)NC(=O)C=1C=NN2C1C=C(C=C2)C2=CNC1=NC=CC=C12